COCCN(S(=O)(=O)F)CCOC bis(2-methoxyethyl)sulfamoyl fluoride